2-(2-aminoethyl-sulfanyl)ethanol NCCSCCO